N-(5-amino-4-methoxy-2-(2-morpholinoethoxy)phenyl)acrylamide trifluoroacetic acid salt FC(C(=O)O)(F)F.NC=1C(=CC(=C(C1)NC(C=C)=O)OCCN1CCOCC1)OC